ON1C(C=CC=C1)=O 1-hydroxy-2-pyridone